(3-(2'-(2-cyanoacetamido)-[2,4'-bipyridyl]-4-yl)-4-methylphenyl)-2-(trifluoromethyl)isonicotinamide C(#N)CC(=O)NC1=NC=CC(=C1)C1=NC=CC(=C1)C=1C=C(C=CC1C)C1=C(C(=O)N)C=CN=C1C(F)(F)F